4-(4-(3-(tert-butoxy)-2-((1,3-dioxoisoindolin-2-yl)oxy)-2-methyl-3-oxopropoxy)phenyl)-1-(3-((tert-butoxy-carbonyl)-amino)propyl)-2-methyl-1H-pyrazol-2-ium C(C)(C)(C)OC(C(COC1=CC=C(C=C1)C=1C=[N+](N(C1)CCCNC(=O)OC(C)(C)C)C)(C)ON1C(C2=CC=CC=C2C1=O)=O)=O